ethyl N-((benzyloxy)carbonyl)-S-(2-methyl-5-(propan-2-ylidene)cyclohexyl)cysteinate C(C1=CC=CC=C1)OC(=O)N[C@@H](CSC1C(CCC(C1)=C(C)C)C)C(=O)OCC